CN1N=NC2=C1C=CC(=C2C)[C@@H](CC(=O)OCC)C=2C=C(C1=C(C=CS1)C2)CO Ethyl (3S)-3-(1,4-dimethyl-1H-benzotriazol-5-yl)-3-[7-(hydroxymethyl)-1-benzothiophen-5-yl]propanoate